C(C)C1=CC=C(C(=N1)C)C=1C=C(C=C2C=C(N(C12)CC(C)C)C=1CNCCC1)C(=O)N1CC=2N(N=CC2C1)C (7-(6-Ethyl-2-methylpyridin-3-yl)-1-isobutyl-2-(1,2,5,6-tetrahydropyridin-3-yl)-1H-indol-5-yl)(1-methylpyrrolo[3,4-c]pyrazol-5(1H,4H,6H)-yl)methanone